4-[(4-{3-(cyanomethyl)-3-[4-(7H-pyrrolo[2,3-d]pyrimidin-4-yl)-1H-pyrazol-1-yl]azetidin-1-yl}piperidin-1-yl)sulfonyl]benzonitrile C(#N)CC1(CN(C1)C1CCN(CC1)S(=O)(=O)C1=CC=C(C#N)C=C1)N1N=CC(=C1)C=1C2=C(N=CN1)NC=C2